COC1=CC=NC=2C(N(C(OC21)=S)C=2C=C1C=CC(=NC1=CC2)OC(C)C(C)C)=O 8-methoxy-3-(2-((3-methylbutan-2-yl)oxy)quinolin-6-yl)-2-thioxo-2,3-dihydro-4H-pyrido[2,3-e][1,3]oxazin-4-one